FC1=C(C=C2C=CN(CC2=C1)CC[C@@H]([C@H](C)NC=1C=NNC(C1C(F)(F)F)=O)O)C1=NC=C(C=N1)C(F)(F)F 7-fluoro-2-((3S,4S)-3-hydroxy-4-((6-oxo-5-(trifluoromethyl)-1,6-dihydropyridazin-4-yl)amino)pentyl)-6-(5-(trifluoromethyl)pyrimidin-2-yl)isoquinolin